(Z)-1-(1-((1R,5S)-bicyclo[3.3.1]nonan-9-yl)piperidin-4-yl)-3-(hydroxyimino)indolin-2-one C12CCCC(CCC1)C2N2CCC(CC2)N2C(\C(\C1=CC=CC=C21)=N/O)=O